OCCOC1CCN(CC1)C(=O)OC(C)(C)C Tert-Butyl 4-(2-hydroxyethoxy)piperidine-1-carboxylate